Ethyl 4-amino-2-(4-(thiazol-2-yl)piperazin-1-yl)pyrimidine-5-carboxylate NC1=NC(=NC=C1C(=O)OCC)N1CCN(CC1)C=1SC=CN1